2-(2-benzothiazolyl)phenol zinc (II) [Zn+2].S1C(=NC2=C1C=CC=C2)C2=C(C=CC=C2)O